C(C1=CC=CC=C1)N1C2C(N(CC1)C(CC1=CC(=C(C=C1)Cl)Cl)=O)C(COC2)N2CCCC2 1-[4-benzyl-8-pyrrolidin-1-yl-3,4a,5,7,8,8a-hexahydro-2H-pyrano(3,4-b)pyrazin-1-yl]-2-(3,4-dichlorophenyl)ethanone